P(=O)(O)(O)O[C@H]1[C@H]([C@@H](O[C@@H]1CO)N1C=NC=2C(=O)NC(N)=NC12)F 2'-deoxy-2'-fluoroguanosine-3'-phosphate